N1CCC(CCC1)CC1=CC=2N(C=C1)N=CC2N2C(NC(CC2)=O)=O 1-(5-(azepan-4-ylmethyl)pyrazolo[1,5-a]pyridin-3-yl)dihydropyrimidine-2,4(1H,3H)-dione